ClC1=C(C#N)C=C(C(=N1)C1=C(C(=CC=C1F)F)O)F 2-chloro-6-(3,6-difluoro-2-hydroxyphenyl)-5-fluoronicotinonitrile